N-hydroxysuccinimide S-acetylmercaptoacetate C(C)(=O)SCC(=O)O.ON1C(CCC1=O)=O